CN1C(=NC(=C1)C=1C(=NN2C1NC(CC2)=O)CC2=CC=CC=C2)C(F)(F)F 1-methyl-2-(trifluoromethyl)-1H-imidazol-4-yl-(benzyl)-6,7-dihydropyrazolo[1,5-a]pyrimidin-5(4H)-one